C(\C=C\C(=O)[O-])(=O)OCC(COC)COC bis-(methoxymethyl)ethyl fumarate